tetrabutylammonium peroxydisulfate S(=O)(=O)([O-])OOS(=O)(=O)[O-].C(CCC)[N+](CCCC)(CCCC)CCCC.C(CCC)[N+](CCCC)(CCCC)CCCC